ClC=1C=C(OCCCN2CC(C2)O)C=CC1C=1N(C2=NC=NC(=C2N1)OC1(CC1)C)CC1=NC=CC(=C1)C(F)F 1-(3-(3-chloro-4-(9-((4-(difluoromethyl)pyridin-2-yl)methyl)-6-(1-methylcyclopropoxy)-9H-purin-8-yl)phenoxy)propyl)azetidin-3-ol